4-(2-chloro-5-fluorophenyl)-5-oxo-5-(2,4,6-trifluorophenyl)pentanoic acid ClC1=C(C=C(C=C1)F)C(CCC(=O)O)C(C1=C(C=C(C=C1F)F)F)=O